COC(=O)[C@@H]1O[C@]([C@H]([C@H]1C1=C(C(=C(C=C1)F)F)OC)C)(C(F)(F)F)C |r| racemic-(2R,3S,4S,5R)-3-(3,4-difluoro-2-methoxy-phenyl)-4,5-dimethyl-5-(trifluoromethyl)tetrahydrofuran-2-carboxylic acid methyl ester